2-(pyridin-4-yl)-N-[1-(trifluoromethyl)cyclopropyl]Pyrido[3,4-d]Pyrimidin-4-amine N1=CC=C(C=C1)C=1N=C(C2=C(N1)C=NC=C2)NC2(CC2)C(F)(F)F